(2S,3S,4R,5R)-5-(6-(3-iodobenzylamino)-9H-purin-9-yl)-3,4-dihydroxyl-N-methyltetrahydrofuran-2-carbohydrazide IC=1C=C(CNC2=C3N=CN(C3=NC=N2)[C@H]2[C@@H]([C@@H]([C@H](O2)C(=O)N(N)C)O)O)C=CC1